NC1=CC=C(N=N1)C1CCN(CC1)C(=O)C1=NC=C(C(=C1)OC)C1=CC=C(C=C1)OC1CC1 [4-(6-Amino-pyridazin-3-yl)-piperidin-1-yl]-[5-(4-cyclopropoxy-phenyl)-4-methoxy-pyridin-2-yl]-methanone